CN1C(N(C2=NC(=NC=C12)NC1=C(C=C(C=C1)C(=O)N1CCOCC1)C)C1CCOCC1)=O 7-methyl-2-((2-methyl-4-(morpholine-4-carbonyl)phenyl)amino)-9-(tetrahydro-2H-pyran-4-yl)-7,9-dihydro-8H-purin-8-one